FC1=C(C=CC(=C1)C(F)(F)F)NC(=O)[C@H]1[C@@H]([C@H](CCC1)C1=CC=C(C=C1)NC(C(=C)F)=O)C(=O)O |r| rac-(1R,2R,6S)-2-((2-fluoro-4-(trifluoromethyl)phenyl)carbamoyl)-6-(4-(2-fluoroacrylamido)phenyl)cyclohexane-1-carboxylic acid